2-(((benzyloxy)carbonyl)amino)-3-(1-methyl-1H-indol-3-yl)propyl 4-methylbenzenesulfonate CC1=CC=C(C=C1)S(=O)(=O)OCC(CC1=CN(C2=CC=CC=C12)C)NC(=O)OCC1=CC=CC=C1